1,2-bis(3-methylolcyclohexyl)ethylene C(O)C1CC(CCC1)C=CC1CC(CCC1)CO